N(N)C(OC1CCCCC1)=S O-cyclohexyl Hydrazinecarbothioate